C1(=CC=CC=C1)S(=O)(=O)OCCCCCCCCCCCCCCC Pentadecyl benzenesulfonate